4-((2S,5R)-4-acryloyl-2,5-dimethylpiperazin-1-yl)-1-(2-isopropyl-4-methylpyridin-3-yl)-7-(2-methoxy-3-methylphenyl)-2-oxo-1,2-dihydropyrido[2,3-d]pyrimidine-6-carbonitrile C(C=C)(=O)N1C[C@@H](N(C[C@H]1C)C=1C2=C(N(C(N1)=O)C=1C(=NC=CC1C)C(C)C)N=C(C(=C2)C#N)C2=C(C(=CC=C2)C)OC)C